butyl 6-acetyl-2-azaspiro[3.3]heptane-2-carboxylate C(C)(=O)C1CC2(CN(C2)C(=O)OCCCC)C1